monolauryl-tin trilaurate C(CCCCCCCCCCC)(=O)[O-].C(CCCCCCCCCCC)(=O)[O-].C(CCCCCCCCCCC)(=O)[O-].C(CCCCCCCCCCC)[Sn+3]